OC[C@H](C1=CC=CC=C1)NC1=NC(=NC=C1C(=O)OCC)NC=1C=C2CCN(C(C2=CC1)=O)C ethyl 4-[[(1S)-2-hydroxy-1-phenyl-ethyl]amino]-2-[(2-methyl-1-oxo-3,4-dihydroisoquinolin-6-yl)amino]pyrimidine-5-carboxylate